C(C)(CCC)Cl sec.-Pentylchlorid